ClC=1C=C(C=C(C1)C=1N=NN(N1)C)C1CS(CCN1C(C=C)=O)(=O)=O 1-(3-(3-chloro-5-(2-methyl-2H-tetrazol-5-yl)phenyl)-1,1-dioxidothiomorpholino)prop-2-en-1-one